ClC1=CC=C(C=C1)NC(NCCN1CCN(CC1)C)=O 3-(4-Chlorophenyl)-1-[2-(4-methylpiperazin-1-yl)ethyl]urea